C(C1=CC=CC=C1)OCC(=O)NC=1SC(=C(N1)C(=O)O)CC1=CC(=CC=C1)Cl 2-(2-(benzyloxy)acetamido)-5-(3-chlorobenzyl)thiazole-4-carboxylic acid